2-Chloro-5-((1R,3R)-2,2-dichloro-3-(3-fluoro-5-(trifluoromethyl)phenyl)cyclopropane-1-carboxamido)-N-(2,4-difluoro-3-propionylaminophenyl)benzamide ClC1=C(C(=O)NC2=C(C(=C(C=C2)F)NC(CC)=O)F)C=C(C=C1)NC(=O)[C@@H]1C([C@H]1C1=CC(=CC(=C1)C(F)(F)F)F)(Cl)Cl